methyl 3-((N-(3-(2-methoxypyridin-4-yl)phenyl)cyclohexanecarboxamido)methyl)bicyclo[1.1.1]pentane-1-carboxylate COC1=NC=CC(=C1)C=1C=C(C=CC1)N(C(=O)C1CCCCC1)CC12CC(C1)(C2)C(=O)OC